2,3-difluoro-4-((1-methyl-1H-benzo[d][1,2,3]triazol-5-yl)-oxy)aniline FC1=C(N)C=CC(=C1F)OC1=CC2=C(N(N=N2)C)C=C1